C(C)(C)(C)C=1C=CC=2N(C3=CC=CC=C3C2C1)C1=C(C#N)C(=C(C(=C1N1C2=CC=CC=C2C=2C=C(C=CC12)C(C)(C)C)N1C2=CC=CC=C2C=2C=C(C=CC12)C(C)(C)C)N1C2=CC=CC=C2C=2C=C(C=CC12)C(C)(C)C)C=1C(=NC(=CC1)C)C 2,3,4,5-tetrakis(3-(tert-butyl)-9H-carbazol-9-yl)-6-(2,6-dimethylpyridin-3-yl)benzonitrile